nitrogen azetidinespiroazetidine N1C2(CC1)NCC2.[N]